Butyl-5-(diaminomethylene)-3-((1s,4s)-4-((5,7-dioxo-4,6-diazaspiro[2.4]heptan-4-yl)methyl)cyclohexyl)pyrimidine-2,4,6(1H,3H,5H)-trione C(CCC)N1C(N(C(C(C1=O)=C(N)N)=O)C1CCC(CC1)CN1C2(CC2)C(NC1=O)=O)=O